FC=1C=2N(C=C(C1)C=1NC(C3=C(N1)SC(=C3)C3CCNCC3)=O)C=C(N2)C 2-(8-fluoro-2-methylimidazo[1,2-a]pyridin-6-yl)-6-(piperidin-4-yl)thieno[2,3-d]pyrimidin-4(3H)-one